3-Bromo-1-(2-bromoethyl)-1H-pyrazole-5-carboxylate BrC1=NN(C(=C1)C(=O)[O-])CCBr